(S)-6-Azaspiro[3.4]octan-1-yl-(7-fluoro-6-(8-methyl-2,3-dihydro-1H-pyrido[2,3-b][1,4]oxazin-7-yl)isochinolin-3-yl)carbamat [C@@H]1(CCC12CNCC2)OC(NC=2N=CC1=CC(=C(C=C1C2)C2=C(C1=C(OCCN1)N=C2)C)F)=O